COC1=C(C=CC(=C1)C)OC(CCC1=CC=CC=C1)=O 3-phenylpropionic acid 2-methoxy-4-methylphenyl ester